5,7-Dimethyl-6-(3-morpholinophenyl)-2-phenyl-2,6-dihydro-1H-pyrrolo[3,4-d]pyridazin-1-one CC=1N(C(=C2C(N(N=CC21)C2=CC=CC=C2)=O)C)C2=CC(=CC=C2)N2CCOCC2